(S)-N-(5-(tert-butyl)-1-(1-methylpyrrolidin-3-yl)-1H-pyrazol-3-yl)-7-chloro-1-methyl-6-((6-(methylamino)pyrazolo[1,5-a]pyrazin-3-yl)oxy)-1H-imidazo[4,5-b]pyridin-2-amine C(C)(C)(C)C1=CC(=NN1[C@@H]1CN(CC1)C)NC=1N(C=2C(=NC=C(C2Cl)OC=2C=NN3C2C=NC(=C3)NC)N1)C